C(C)(C)(C)OC(=O)N([C@@H](CC(C)C)C(=O)O)C([2H])([2H])[2H] N-(tert-Butoxycarbonyl)-N-(methyl-d3)-L-leucine